C(=O)(O)C1=CC=C(C=C1)C1=CC=C(C=C1)C(=O)O dicarboxyl-biphenyl